N-(4-(4-amino-7-methyl-7H-pyrrolo[2,3-d]pyrimidin-5-yl)-2-fluoro-3-methylphenyl)-2-(3-fluorophenyl)-2-hydroxyacetamide NC=1C2=C(N=CN1)N(C=C2C2=C(C(=C(C=C2)NC(C(O)C2=CC(=CC=C2)F)=O)F)C)C